C1(=CC=CC=C1)C=1C(=C(C(=C(C1)C1=CC=C(C=C1)C1=CC2=CC=CC=C2C=C1)C1=CC=CC=C1)C1=CC=CC=C1)NC1=CC=C(C=C1)C1=CC2=CC=CC=C2C=C1 triphenyl-4'-naphthalen-2-yl-N-(4-naphthalen-2-yl-phenyl)-biphenyl-4-amine